CN(CCN(C1=C(C=C(C=C1)NC=1N=C(C2=C(N1)NC=C2)C2=CNC1=CC=CC(=C21)F)NC(C)=O)C)C N-(2-((2-(dimethylamino)ethyl)(methyl)amino)-5-((4-(4-fluoro-1H-indol-3-yl)-7H-pyrrolo[2,3-d]pyrimidin-2-yl)amino)phenyl)acetamide